[N+](=O)([O-])C1=CC=CC=N1 6-nitropyridin